1-azabicyclo[2.2.2]octan-3-one HCl salt Cl.N12CC(C(CC1)CC2)=O